N-(4-(4-(3-(4,4-difluoropiperidin-1-yl)phenyl)-1H-1,2,3-triazol-1-yl)-3-(6-azaspiro[2.5]octane-6-yl)phenyl)-2-hydroxyethane-1-sulfonamide FC1(CCN(CC1)C=1C=C(C=CC1)C=1N=NN(C1)C1=C(C=C(C=C1)NS(=O)(=O)CCO)N1CCC2(CC2)CC1)F